(1R,3S)-3-(5-amino-1-tert-butyl-1H-pyrazol-3-yl)cyclopentyl (2S)-butan-2-ylcarbamate C[C@@H](CC)NC(O[C@H]1C[C@H](CC1)C1=NN(C(=C1)N)C(C)(C)C)=O